IC1=CC=C(C[C@@]2(NCCC2)C(=O)O)C=C1 α-(4-iodo-benzyl)-proline